ClCC1=C(N=CN1C)C(F)(F)F 5-(Chloromethyl)-1-methyl-4-(trifluoromethyl)imidazole